COC(\C=C\C(C(=O)C1=CC(=C(C=C1)O[Si](C)(C)C(C)(C)C)OC)=O)=O (2E)-5-{4-[(tert-butyldimethylsilyl)oxy]-3-methoxyphenyl}-4,5-dioxopent-2-enoic acid methyl ester